BrC=1C(N(C(=CN1)C)C1=NC=C(C=C1)F)=O 3-bromo-1-(5-fluoropyridin-2-yl)-6-methylpyrazin-2(1H)-one